C1(CCCCC1)CC[Sn](C)(C)C 2-cyclohexylethyl-trimethyl-tin